NC1=C(NC2CCN(CC2)C(=O)OC(C)(C)C)C=C(C=C1F)Br tert-butyl 4-(2-amino-5-bromo-3-fluoroanilino)piperidine-1-carboxylate